C(C)(C)OC=1C=CC(=NC1)C1=NSC(=N1)NC1=NC=C(C=C1C(=O)N1CCCC1)C(F)(F)F (2-(3-(5-isoprop-oxypyridin-2-yl)-1,2,4-thiadiazol-5-ylamino)-5-(trifluoromethyl)pyridin-3-yl)(pyrrolidin-1-yl)methanone